C(C1=CC=CC=C1)OC1=CC(=C(C=C1)C1=C(C=C(C=C1)Cl)F)C1(COC1)O 3-(4-(benzyloxy)-4'-chloro-2'-fluoro-[1,1'-biphenyl]-2-yl)oxetan-3-ol